CC1=C2C(=NC(=C1)C)NC(=C2)C(=O)N[C@@H]2[C@H]([C@H]1C(CC2C1)(C)C)C 4,6-dimethyl-N-[(1S,2S,3S,5R)-2,6,6-trimethylnorborn-3-yl]-1H-pyrrolo[2,3-b]pyridine-2-carboxamide